ClC1=CC(=CC(=N1)C#N)N1CC2=CC=CC(=C2CC1)C1=CC=C(C=C1)C(F)(F)F 6-chloro-4-(5-(4-(trifluoromethyl)phenyl)-3,4-dihydroisoquinolin-2(1H)-yl)picolinonitrile